Rac-(1aS,3S,3aR,8bS)-3a-(4-bromophenyl)-6-chloro-3-phenyl-1a,2,3,3a-tetrahydro-oxireno[2'',3'':1',5']cyclopenta[1',2':4,5]furo[3,2-b]pyridine BrC1=CC=C(C=C1)[C@]12[C@]3(C4=NC=C(C=C4O1)Cl)[C@H](C[C@H]2C2=CC=CC=C2)O3 |r|